Cl.NC=1C(NN=NC1)=O aminotriazinone hydrochloride